(3aR,5s,6aS)-2-((3,3-dimethyltetrahydro-2H-pyran-4-yl)methyl-d2)-N-(4-methyl-6-(4-(trifluoromethyl)pyridin-3-yl)pyridazin-3-yl)octahydrocyclopenta[c]pyrrol-5-amine CC1(COCCC1C(N1C[C@@H]2[C@H](C1)CC(C2)NC=2N=NC(=CC2C)C=2C=NC=CC2C(F)(F)F)([2H])[2H])C